BrC1=C2OCCCC3=C(NC(C(S1)=C23)=O)C(COC)O 2-bromo-7-(1-hydroxy-2-methoxy-ethyl)-12-oxa-3-thia-6-azatricyclo[6.4.1.04,13]trideca-1,4(13),7-trien-5-one